1-(2-propen-1-yl)-imidazolium dichloride [Cl-].[Cl-].C(C=C)N1C=[NH+]C=C1.C(C=C)N1C=[NH+]C=C1